Thiuronium chloride [Cl-].[NH2+]=C(S)N